1-(3-chloro-6'-hydroxy-5'-(2-(piperazin-1-yl)pyridin-4-yl)-[1,1':3',1''-terphenyl]-4-yl)-3-methylimidazolidin-2-one ClC=1C=C(C=CC1N1C(N(CC1)C)=O)C1=CC(=CC(=C1O)C1=CC(=NC=C1)N1CCNCC1)C1=CC=CC=C1